2-[[5-[(R)-ethylsulfinyl]-2-methyl-6-[3-methyl-6-(trifluoromethyl)imidazo[4,5-b]pyridin-2-yl]-3-pyridyl]oxy]-2-methyl-propanenitrile C(C)[S@@](=O)C=1C=C(C(=NC1C1=NC=2C(=NC=C(C2)C(F)(F)F)N1C)C)OC(C#N)(C)C